tert-butyl (1R,5R)-6-(7-(8-ethynyl-7-fluoronaphthalen-1-yl)-8-fluoro-1,6-naphthyridin-4-yl)-2,6-diazabicyclo[3.2.0]heptane-2-carboxylate C(#C)C=1C(=CC=C2C=CC=C(C12)C1=NC=C2C(=CC=NC2=C1F)N1[C@@H]2CCN([C@@H]2C1)C(=O)OC(C)(C)C)F